The molecule is a desulfoglucosinolic acid resulting from the formal condensation of the thiol group of N-hydroxy-3-(methylsulfinyl)butanethioamide with beta-D-glucopyranose. It has a role as an Arabidopsis thaliana metabolite. CS(=O)CCCC(=NO)S[C@H]1[C@@H]([C@H]([C@@H]([C@H](O1)CO)O)O)O